(R)-(+)-1-phenylethanamine C1(=CC=CC=C1)[C@@H](C)N